2-(4-(dimethylamino)-3-nitrophenyl)acetonitrile CN(C1=C(C=C(C=C1)CC#N)[N+](=O)[O-])C